C(C)(C)(C)OC(=O)C1C(C1)C1=NC=CC(=N1)C tert-butyl-2-(4-methylpyrimidin-2-yl)cyclopropane-1-carboxylate